allyl 3-O-benzyl-2-O-chloroacetyl-α-L-glucopyranoside C(C1=CC=CC=C1)O[C@H]1[C@@H]([C@H](OCC=C)O[C@H]([C@@H]1O)CO)OC(CCl)=O